4-fluoro-N-(1-(5-(6-methylpyrazin-2-yl)-5,6,7,8-tetrahydro-1,5-naphthyridin-2-yl)cyclopropyl)benzamide FC1=CC=C(C(=O)NC2(CC2)C2=NC=3CCCN(C3C=C2)C2=NC(=CN=C2)C)C=C1